(4-Bromophenoxy)-tert-butyldimethylsilane BrC1=CC=C(O[Si](C)(C)C(C)(C)C)C=C1